CN(C\C=C/1\C(N(CC1)C=1C=CC=2N=CN=C(C2N1)NC1=CC(=C(C=C1)OC1=CC=2N(C=C1)C(=CN2)C)C)=O)C (E)-3-(2-(dimethylamino)ethylidene)-1-(4-((3-methyl-4-((3-methylimidazo[1,2-a]pyridin-7-yl)oxy)phenyl)amino)pyrido[3,2-d]pyrimidin-6-yl)pyrrolidin-2-one